FC(C(C(F)(F)F)(C=1C=C(N)C=CC1)F)(F)F 3-(Perfluoropropan-2-yl)aniline